FC1=C2CN(CC2=CC=C1)C(=O)NC1=CC=C(C=C1)C1CCC(CC1)C(=O)NS(=O)(=O)NC(OC(C)(C)C)=O tert-butyl (N-((1r,4r)-4-(4-(4-fluoroisoindoline-2-carboxamido)phenyl)cyclohexane-1-carbonyl)sulfamoyl)carbamate